COCCN1CCN(CC1)C1=CC=C(C=C1)C1=CC2=C(C(=N1)C)C=C(N2C)C2=CC=C(C=C2)S(=O)(=O)N(C)C 4-(6-(4-(4-(2-methoxyethyl)piperazin-1-yl)phenyl)-1,4-dimethyl-1H-pyrrolo[3,2-c]pyridin-2-yl)-N,N-dimethylbenzenesulfonamide